NCCCCCCCNC=1C(=C(C(=O)NC=2SC(=CN2)C)C=CC1)C ((7-Aminoheptyl)amino)-2-methyl-N-(5-methylthiazol-2-yl)benzamide